ClC1=C(C=CC=C1)C(C(C)=O)O 1-(2-chlorophenyl)-1-hydroxypropan-2-one